1-methyl-1,5,6,7-tetrahydro-4H-imidazo[4,5-c]pyridin-4-one CN1C=NC=2C(NCCC21)=O